C(#N)C=CC=1NC=CC1 2-(2-cyanovinyl)pyrrole